N[C@@H]1CCCC12CCN(CC2)C=2C(=NC(=C(N2)C)C2=C(C(=CC=C2)Cl)Cl)C(=O)N (R)-3-(1-amino-8-azaspiro[4.5]decan-8-yl)-6-(2,3-dichlorophenyl)-5-methyl-pyrazine-2-carboxamide